methyl (S)-7-(1-methoxypropane-2-yl)-2-(methylthio)-7H-pyrrolo[2,3-d]pyrimidine-6-carboxylate COC[C@H](C)N1C(=CC2=C1N=C(N=C2)SC)C(=O)OC